(R)-N-((R)-1-(2-(4,4-difluoropiperidin-1-yl)-3-methyl-4-oxo-6-((trimethylsilyl)ethynyl)-3,4-dihydroquinazolin-8-yl)ethyl)-2-methylpropane-2-sulfinamide FC1(CCN(CC1)C1=NC2=C(C=C(C=C2C(N1C)=O)C#C[Si](C)(C)C)[C@@H](C)N[S@](=O)C(C)(C)C)F